C(C)(C)(C)OC(=O)N1CCN(CC1)C1=NC=C(C=C1)[C@@H]1C(NC(CC1)=O)=O |r| rac-(R)-4-(5-(2,6-dioxopiperidin-3-yl)pyridin-2-yl)piperazine-1-carboxylic acid tert-butyl ester